1,3,5-tris(3',5'-di-t-butyl-4'-hydroxybenzyl)-S-triazine-2,4,6(1H,3H,5H)-trione C(C)(C)(C)C=1C=C(CN2C(N(C(N(C2=O)CC2=CC(=C(C(=C2)C(C)(C)C)O)C(C)(C)C)=O)CC2=CC(=C(C(=C2)C(C)(C)C)O)C(C)(C)C)=O)C=C(C1O)C(C)(C)C